C(C)(C)(C)OC(=O)N1C=CC2=C(C(=CC(=C12)C)OC)CN1[C@@H](CC(CC1)C1=CC=CC=C1)C1=CC=C(C=C1)C(=O)OC 5-methoxy-4-(((2S)-2-(4-(methoxycarbonyl)phenyl)-4-phenylpiperidin-1-yl)methyl)-7-methyl-1H-indole-1-carboxylic acid tert-butyl ester